penta-aminoisophthalic acid NOC(C1=C(C(C(=O)O)=C(C(=C1N)N)N)N)=O